CN1N=CC=C1C=1C=C2C(=NC1)C(=CN2C)C(=O)N 6-(1-methyl-1H-pyrazol-5-yl)-1-methyl-1H-pyrrolo[3,2-b]pyridine-3-carboxamide